CC(C)N1C2=CC=CC=C2C(=C1/C=C/[C@H](C[C@H](CC(=O)[O-])O)O)C3=CC=C(C=C3)F The molecule is a monocarboxylic acid anion resulting from the removal of a proton from the carboxy group of (3R,5S)-fluvastatin. It is a conjugate base of a (3R,5S)-fluvastatin. It is an enantiomer of a (3S,5R)-fluvastatin(1-).